O1COC2=C1C=CC(=C2)N(C(C2=CC(=CC=C2)N2N=C(C=1CN(CCC12)S(=O)(=O)C1=CC=C(C=C1)C#N)C(F)(F)F)=O)C N-(1,3-benzodioxol-5-yl)-3-[5-(4-cyanophenyl)sulfonyl-3-(trifluoromethyl)-6,7-dihydro-4H-pyrazolo[4,3-c]pyridin-1-yl]-N-methyl-benzamide